S1C=NC2=C1C=C(C=C2)C2=CC(=NC(=N2)C)N[C@@H](C)C=2C=C(C=CC2)C=2C=NN(C2)CC(=O)OCC ethyl (4-{3-[(1S)-1-{[6-(1,3-benzothiazol-6-yl)-2-methylpyrimidin-4-yl]amino}ethyl]phenyl}-1H-pyrazol-1-yl)acetate